2-cyano-3-(2,4-dichlorophenyl)acrylic acid C(#N)C(C(=O)O)=CC1=C(C=C(C=C1)Cl)Cl